C(#N)C=1C(=CC(=NC1)NC(=O)N1CCCC2=CC(=C(N=C12)C=O)CN1C([C@H](CC1)OC)=C=O)O[C@H]1[C@@H](CC1)OC N-(5-cyano-4-((1R,2R)-2-methoxycyclobutoxy)pyridin-2-yl)-7-formyl-6-(((S)-3-methoxy-2-carbonylpyrrolidin-1-yl)methyl)-3,4-dihydro-1,8-naphthyridine-1(2H)-carboxamide